2-amino-7-((2-(trifluoromethyl)phenyl)methyl)-4-(5-methylfuran-2-yl)-6-methyl-5H,6H,7H-pyrrolo[3,4-d]pyrimidin-5-one NC=1N=C(C2=C(N1)C(N(C2=O)C)CC2=C(C=CC=C2)C(F)(F)F)C=2OC(=CC2)C